(2-fluoro-4-phenoxyphenyl)boric Acid FC1=C(C=CC(=C1)OC1=CC=CC=C1)OB(O)O